N-[(3S)-3-aminopyrrolidin-1-yl]sulfonyl-6-(3,4-dimethylphenyl)-2-[(4S)-2,2,4-trimethylpyrrolidin-1-yl]pyridine-3-carboxamide N[C@@H]1CN(CC1)S(=O)(=O)NC(=O)C=1C(=NC(=CC1)C1=CC(=C(C=C1)C)C)N1C(C[C@@H](C1)C)(C)C